N-methyl-N-(m-tolyl)carboxamide CN(C=O)C=1C=C(C=CC1)C